4-bromo-1-(2,2,2-trifluoroethyl)-1H-1,2,3-triazole BrC=1N=NN(C1)CC(F)(F)F